CN(CCNC)CC=1C(=C2N(N1)CCC2)C=2CCN(CC2)C(CC)=O 1-(4-(2-((Methyl(2-(methylamino)ethyl)amino)methyl)-5,6-dihydro-4H-pyrrolo[1,2-b]pyrazol-3-yl)-3,6-dihydropyridin-1(2H)-yl)propan-1-one